[N+](#[C-])C1=CC=C(C=C1)[N+]#[C-] p-diisocyanobenzene